C1(=CC=CC=C1)S(=O)(=O)C=1SC=CC1 2-(benzenesulfonyl)thiophene